2-(3,8-diazabicyclo[3.2.1]octan-3-yl)-5-chloro-7-(thiazol-4-yl)-4-(trifluoromethoxy)benzo[d]oxazole C12CN(CC(CC1)N2)C=2OC1=C(N2)C(=C(C=C1C=1N=CSC1)Cl)OC(F)(F)F